methylol propionate C(CC)(=O)OCO